2,4-diethylpentylenediamine C(C)C(CN)CC(CN)CC